ClC=1C=NC(=C(C(=O)NC2CCC(CC2)CN2C(C(C3=CC=CC=C23)(O)C2=CSC(=C2)Cl)=O)C1)C(F)F 5-chloro-N-((1r,4r)-4-((3-(5-chlorothiophen-3-yl)-3-hydroxy-2-oxoindolin-1-yl)methyl)cyclohexyl)-2-(difluoromethyl)nicotinamide